BrC=1C=C(C#N)C=C(C1F)F 3-bromo-4,5-difluorobenzonitrile